N-phenyl-3-aminopropylmethyltrimethoxysilane C1(=CC=CC=C1)NCCCCO[Si](OC)(OC)C